(4-Bromo-2-methoxyphenyl)benzylamine BrC1=CC(=C(C=C1)NCC1=CC=CC=C1)OC